C1(CC1)C1=NC=NC(=C1C=1N=C(C2=C(N1)C=CN2C)OCC=2C=NC(=C(C2)F)C=2N(C=C(N2)C(F)(F)F)C)OC(F)F 2-[4-cyclopropyl-6-(difluoromethoxy)pyrimidin-5-yl]-4-[[5-fluoro-6-[1-methyl-4-(trifluoromethyl)imidazol-2-yl]-3-pyridyl]methoxy]-5-methyl-pyrrolo[3,2-d]pyrimidine